4-azidotetrafluorobenzoic acid methyl ester COC(C1=C(C(=C(C(=C1F)F)N=[N+]=[N-])F)F)=O